tungsten-indium [In].[W]